2-(isoindolin-5-yloxy)-N-methylacetamide C1NCC2=CC(=CC=C12)OCC(=O)NC